C1=CC=CC=2C3=CC=CC=C3C3(C12)C1=CC=CC=C1C=1C=CC(=CC13)B(O)O 9,9'-spirobi[fluorene]-2'-boronic acid